BrC=1C=C(C(=NC1)C)CCS(=O)(=O)C 5-bromo-2-methyl-3-(2-(methyl-sulfonyl)ethyl)pyridine